O1C=CC2=C1C=CC(=C2)CC(C)NC [1-(1-benzofuran-5-yl)propan-2-yl](methyl)amine